C(C)(C)OC1=CC=2N(C=C1)N=CC2C2=NC(=CC=C2)C2CNCCC2 5-isopropoxy-3-[6-(3-piperidyl)-2-pyridyl]pyrazolo[1,5-a]pyridine